N-{[4-(3-methylureido)phenyl]Sulfonyl}-o-anisamide CNC(NC1=CC=C(C=C1)S(=O)(=O)NC(C=1C(=CC=CC1)OC)=O)=O